C(N)(=N)C1=CC=C(C[C@H](N)C(=O)O)C=C1 4-carbamimidoyl-l-phenylalanine